(3R,4R)-1-(1-((5-(Difluoromethyl)-1,3,4-thiadiazol-2-yl)methyl)-6-fluoro-1H-benzo[d]imidazol-2-yl)-4-fluoropiperidin-3-amin FC(C1=NN=C(S1)CN1C(=NC2=C1C=C(C=C2)F)N2C[C@H]([C@@H](CC2)F)N)F